NC1CN(CCC12CCN(CC2)C2=NC=C(C=1N2C=CN1)SC1=C(C(=NC=C1)N)Cl)C(C)=O 1-(1-amino-9-(8-((2-amino-3-chloropyridin-4-yl)thio)imidazo[1,2-c]pyrimidin-5-yl)-3,9-diazaspiro[5.5]undec-3-yl)ethan-1-one